ClC=1C=C(C=CC1F)NC(N([C@H](C)C1=CN=C(C2=CC=CC=C12)OC)CCOCCOC)=O |r| Racemic-3-(3-chloro-4-fluorophenyl)-1-(2-(2-methoxyethoxy)ethyl)-1-(1-(1-methoxyisoquinolin-4-yl)ethyl)urea